5-[[3-fluoro-4-[(2-guanidinoacetyl)amino]phenyl]sulfonylamino]thiazole-4-carboxylic acid FC=1C=C(C=CC1NC(CNC(=N)N)=O)S(=O)(=O)NC1=C(N=CS1)C(=O)O